2-(methylthio)-1-(2-(5-(p-tolyl)thiazol-2-yl)piperidin-1-yl)propan-1-one tert-butyl-(2'S,7S)-2'-methylspiro[4,5-dihydrothieno[2,3-c]pyran-7,4'-piperidine]-1'-carboxylate C(C)(C)(C)OC(=O)N1[C@H](C[C@]2(CC1)OCCC1=C2SC=C1)C.CSC(C(=O)N1C(CCCC1)C=1SC(=CN1)C1=CC=C(C=C1)C)C